methyl 5-chloro-2-[(6-chloro-3-tetrahydropyran-4-yl-4-quinolyl)amino]benzoate ethyl-4-((5-bromo-1-methyl-1H-1,2,4-triazol-3-yl)methoxy)-3-oxobutanoate C(C)OC(CC(COCC1=NN(C(=N1)Br)C)=O)=O.ClC=1C=CC(=C(C(=O)OC)C1)NC1=C(C=NC2=CC=C(C=C12)Cl)C1CCOCC1